C12(CCCCC2C1)C=1N(N=C(C1)C)C1=CC=CC=C1C1=CC=C(C=C1)OC 3-(bicyclo[4.1.0]heptan-1-yl)-6-(4-methoxyphenyl)-5-methyl-2-phenylpyrazol